COC(=O)C1=NC=C(N=C1)C=1C=C2C(=CNC2=CC1)C#N 5-(3-cyano-1H-indol-5-yl)pyrazine-2-carboxylic acid methyl ester